NC1=CC=C(C=C1)C1CCN(CC1)CC1=C(C2=C(C=CC(=NO2)O)C=C1)O 8-((4-(4-aminophenyl)piperidin-1-yl)methyl)-3,9-dihydroxybenzo[5,6]oxazepin